C(CCCCCCC\C=C\CCCCC=C)(=O)OCC ethyl (E)-hexadeca-9,15-dienoate